NC1=C(C=C(C=N1)C=1C=C2N(N1)CC[C@]21CN(CC1)C(=O)NCC)C(F)(F)F (3R)-2'-[6-amino-5-(trifluoromethyl)pyridin-3-yl]-N-ethyl-5',6'-dihydrospiro[pyrrolidine-3,4'-pyrrolo[1,2-b]pyrazole]-1-carboxamide